(2R,3R,4R,5R)-2-(acetoxymethyl)-5-(2-fluoro-9H-purin-9-yl-6-d)tetrahydrofuran-3,4-diyl diacetate C(C)(=O)O[C@@H]1[C@H](O[C@H]([C@@H]1OC(C)=O)N1C2=NC(=NC(=C2N=C1)[2H])F)COC(C)=O